C(N)(OCC1=NN(C2=NC=CC(=C21)N2CC1(C2)CC(C1)O[Si](C1=CC=CC=C1)(C1=CC=CC=C1)C(C)(C)C)C1=CC=C(C=C1)OC(F)(F)F)=O ((4-(6-((tert-butyldiphenylsilyl) oxy)-2-azaspiro[3.3]heptan-2-yl)-1-(4-(trifluoromethoxy) phenyl)-1H-pyrazolo[3,4-b]pyridin-3-yl) methyl) carbamate